2-methyl-2H-benzo[e][1,3]thiazine CC1SC2=C(C=N1)C=CC=C2